C(#N)C1(CC1)NC(=O)C1=NC=CC=N1 N-(1-cyanocyclopropyl)pyrimidine-2-carboxamide